(2S)-4,4-Difluoro-N-{4-[(6S)-3-(2-fluoroanilino)-5,6-dimethyl-4-oxo-4,5,6,7-tetrahydro-1H-pyrrolo[3,2-c]pyridin-2-yl]pyridin-2-yl}-2-(4-fluorophenyl)butanamid FC(C[C@H](C(=O)NC1=NC=CC(=C1)C1=C(C=2C(N([C@H](CC2N1)C)C)=O)NC1=C(C=CC=C1)F)C1=CC=C(C=C1)F)F